hydroxymethanesulfonic acid sodium salt hydrate O.[Na+].OCS(=O)(=O)[O-]